O(C#N)C1=CC=C(C=C1)CC1=CC=C(C=C1)OC#N Bis(4-cyanatophenyl)methan